C(CC\C=C/C\C=C/C\C=C/C=C/C=C/C1C(C\C=C/CC)O1)(=O)O 16,17-epoxy-docosa-4Z,7Z,10Z,12E,14E,19Z-hexaenoic acid